5-(8,9,10,11-tetrahydro-3H-pyrrolo[3,2-a]phenanthridin-7-yl)pyridin-2-ol C1=CNC=2C1=C1C=3CCCCC3C(=NC1=CC2)C=2C=CC(=NC2)O